CN(CCC=C(CCCCCCCCC=CCC=CCCCCC)CCCCCCCC\C=C/C\C=C/CCCCC)C N,N-Dimethyl-4-((9Z,12Z)-octadeca-9,12-dien-1-yl)docosa-3,13,16-trien-1-amine